C(C=C)C1CCCCC1 ALLYL-CYCLOHEXANE